C1(CC1)CN1C(=CC2=CC=C(C(=C12)C)C)C1=NC=2C(=CC=3CCN(C(C3C2)=O)C[C@@H](C)NC(OC(C)(C)C)=O)N1C tert-butyl (R)-(1-(2-(1-(cyclopropylmethyl)-6,7-dimethyl-1H-indol-2-yl)-1-methyl-5-oxo-1,5,7,8-tetrahydro-6H-imidazo[4,5-g]isoquinolin-6-yl)propan-2-yl)carbamate